FC1=C(C(=CC=C1)F)C(C(C(=O)OCC)C1=CC(=CC(=C1)OC)OC)C=O ethyl β-(2,6-difluorophenyl)-3,5-dimethoxy-γ-oxophenylbutyrate